7-(2-methoxy-4,6-dimethyl-phenyl)-4-methyl-2-(3-piperidyl)pyrido[2,3-d]pyrimidine COC1=C(C(=CC(=C1)C)C)C=1C=CC2=C(N=C(N=C2C)C2CNCCC2)N1